C(#N)C=1C(=C(C=CC1)C=1C=CC(=NC1NCCOC)C(=O)O)C 5-(3-cyano-2-methylphenyl)-6-[(2-methoxyethyl)amino]pyridine-2-carboxylic acid